FC=1C(=C(C=CC1F)[C@H]1[C@@H](O[C@](C1)(C(F)(F)F)CC)C(=O)NC1=CC(=NC=C1)C(=O)OC)OC |r| methyl rac-(2R,3S,5R)-4-[[3-(3,4-difluoro-2-methoxy-phenyl)-5-ethyl-5-(trifluoromethyl)tetrahydrofuran-2-carbonyl]amino]pyridine-2-carboxylate